(S)-3-((S)-sec-butyl)-2-oxo-N-(6-oxo-1,6-dihydro-[3,4'-bipyridin]-5-yl)-1,2,3,5-tetrahydro-4H-benzo[e][1,4]diazepine-4-carboxamide [C@H](C)(CC)[C@@H]1N(CC2=C(NC1=O)C=CC=C2)C(=O)NC2=CC(=CNC2=O)C2=CC=NC=C2